CC1=CC=C2C(C=NS2)=C1N 5-methyl-1,2-benzothiazol-4-amine